C(#N)C1=NC=CC(C1OC)=O 2-cyano-3-methoxypyridin-4-one